ClC1=C(CCl)C(=CC(=C1)Cl)Cl 2,4,6-trichlorobenzyl chloride